3-[6-[3-(5-chloro-2-fluoro-phenyl)-1H-pyrazol-4-yl]-1,5-naphthyridin-3-yl]-1-methyl-pyridin-2-one ClC=1C=CC(=C(C1)C1=NNC=C1C=1N=C2C=C(C=NC2=CC1)C=1C(N(C=CC1)C)=O)F